CC12C3C(NC(C3C(C=C1)(O2)C)=O)=O 1,7-dimethyl-10-oxa-4-azatricyclo[5.2.1.02,6]dec-8-en-3,5-dione